CC1=CN(C2=NC(=O)NC(=O)C2=N1)C[C@@H]([C@@H](CCO)O)O The molecule is a pteridine that is lumazine substituted with a 1,4-dideoxy-1-D-ribityl group at position 8 and a methyl group at position 6; one of 20 modifications to the potent microbial riboflavin-based metabolite antigen 5-(2-oxopropylideneamino)-6-D-ribityl aminouracil (5-OP-RU), an activator of mucosal-associated invariant T (MAIT) cells when presented by the MR1 protein (reported in MED:32123373). It derives from a lumazine and a ribitol.